COC(=O)C=1C=C2C=C(NC2=CC1F)CC1=C(C=C(C=C1)Cl)C(F)(F)F 2-(4-chloro-2-(trifluoromethyl)benzyl)-6-fluoro-1H-indole-5-carboxylic acid methyl ester